2-Decyl-10H-phenothiazine C(CCCCCCCCC)C1=CC=2NC3=CC=CC=C3SC2C=C1